N2-(2-methyl-6-thiomorpholinopyridin-3-yl)spiro[3.3]heptane-2,6-diamine CC1=NC(=CC=C1NC1CC2(C1)CC(C2)N)N2CCSCC2